(3R)-1,2,3,4-tetrahydroisoquinolin-3-yl-methanol C1N[C@H](CC2=CC=CC=C12)CO